(1R,2S,5S)-3-[(2S)-2-amino-3,3-dimethyl-butanoyl]-N-[1-cyano-1-(3-pyridyl)ethyl]-6,6-dimethyl-3-azabicyclo[3.1.0]hexane-2-carboxamide N[C@H](C(=O)N1[C@@H]([C@H]2C([C@H]2C1)(C)C)C(=O)NC(C)(C=1C=NC=CC1)C#N)C(C)(C)C